1-[5-Ethylsulfanyl-6-[7-methyl-3-(trifluoromethyl)imidazo[4,5-c]pyridazin-6-yl]-3-pyridinyl]cyclopropanecarbonitrile C(C)SC=1C=C(C=NC1C1=NC2=C(N=NC(=C2)C(F)(F)F)N1C)C1(CC1)C#N